Butyl (1-(3,5-dicyano-6-((2-((4-((2-(2,6-dioxopiperidin-3-yl)-1,3-dioxoisoindolin-4-yl)amino)butyl)amino)-2-oxo-1-phenylethyl)thio)-4-ethylpyridin-2-yl)piperidin-4-yl)carbamate C(#N)C=1C(=NC(=C(C1CC)C#N)SC(C(=O)NCCCCNC1=C2C(N(C(C2=CC=C1)=O)C1C(NC(CC1)=O)=O)=O)C1=CC=CC=C1)N1CCC(CC1)NC(OCCCC)=O